COC1=CC=2N(C3=CC(=CC=C3C2C=C1)OC)CCCCP(O)(O)=O (4-(2,7-dimethoxy-9H-carbazol-9-yl)butyl)phosphonic acid